tert-butyl (1R,3S,4S)-3-(4-(1-(2-(diisopropylcarbamoyl)-4-fluorophenyl)-1H-pyrrolo[2,3-c]pyridine-3-carbonyl)piperidine-1-carbonyl)-2-azabicyclo[2.2.1]heptane-2-carboxylate C(C)(C)N(C(=O)C1=C(C=CC(=C1)F)N1C=C(C=2C1=CN=CC2)C(=O)C2CCN(CC2)C(=O)[C@H]2N([C@@H]1CC[C@H]2C1)C(=O)OC(C)(C)C)C(C)C